5-chloro-N-(1-methylpyrrolidin-3-yl)-7-morpholinothieno[3,2-b]pyridine-2-carboxamide ClC1=CC(=C2C(=N1)C=C(S2)C(=O)NC2CN(CC2)C)N2CCOCC2